C(C)S[C@@H]1[C@H](C[C@@H](OC1)C(=O)N1[C@H](C2=CC=CC=C2CC1)C1=CC=C(C=C1)F)NS(=O)(=O)C1=CC=C(C=C1)C N-((2R,4S,5R)-5-(ethylsulfanyl)-2-((S)-1-(4-fluorophenyl)-1,2,3,4-tetrahydroisoquinoline-2-carbonyl)tetrahydro-2H-pyran-4-yl)-4-methylbenzenesulfonamide